[Br-].[Br-].[Br-].[Br-].N1=C(C=CC=C1)CCCCCOC=1C=C(C=C(C1)OCCCCCC1=NC=CC=C1)C=1C(=NC2=NC=CC=C2C1)C1=CC(=CC(=C1)OCCCCCC1=NC=CC=C1)OCCCCCC1=NC=CC=C1 bis[3,5-bis(5-(pyridyl)pentoxy)phenyl]naphthyridin tetrabromide